(1S)-2-[4,6-bis(trifluoromethyl)-1,3,5-triazin-2-yl]-6-methoxy-1-{[(3R)-oxan-3-yl]methyl}-2,3,4,9-tetrahydro-1H-pyrido[3,4-b]indole FC(C1=NC(=NC(=N1)C(F)(F)F)N1[C@H](C=2NC3=CC=C(C=C3C2CC1)OC)C[C@@H]1COCCC1)(F)F